CN1CCC(CC1)C(=O)N1CCN(CC1)C=1C=CC(=NC1)NC(C1=CC=CC=C1)=O N-(5-(4-(1-methylpiperidine-4-carbonyl)piperazin-1-yl)pyridin-2-yl)benzamide